Methyl 4-amino-3-chloro-5-fluoro-6-[7-fluoro-1-(methoxyacetyl)-1H-indol-6-yl]pyridine-2-carboxylate NC1=C(C(=NC(=C1F)C1=CC=C2C=CN(C2=C1F)C(COC)=O)C(=O)OC)Cl